3-isopropyl-1,5-dioxanone C(C)(C)C1C(OCOC1)=O